2-acrylamidoglycolic acid-hydrate O.C(C=C)(=O)NC(C(=O)O)O